CC(CC(=O)OC(C)(C)C)CC(C)(C)C tert-butyl 3,5,5-trimethylhexanoate